OC(CN(C(OC(C)(C)C)=O)CC(=C)C)C=C tert-butyl (2-hydroxybut-3-en-1-yl)(2-methylallyl)carbamate